COC(=O)C1(SCC(N1)C(=O)O)C 2-methyl-2,4-thiazolidinedicarboxylic acid 2-methyl ester